C(C)N1C=NC=2N(C(N(C(C12)=O)CCCCC(C(F)(F)F)(C)O)=O)C 7-Ethyl-3-methyl-1-(6,6,6-trifluoro-5-hydroxy-5-methylhexyl)-1H-purine-2,6(3H,7H)-dione